NC=1C=2N(C(=CN1)F)C(=NC2C2=C(C=C(C=C2)[C@](C)(C2=CC(=CC=C2)C(F)(F)F)O)OCC)[C@H]2CN1C(CC[C@@H]1CC2)=O (6R,8aS)-6-[8-amino-1-(2-ethoxy-4-{(1S)-1-hydroxy-1-[3-(trifluoromethyl)phenyl]ethyl}phenyl)-5-fluoroimidazo[1,5-a]pyrazin-3-yl]hexahydroindolizin-3(2H)-one